NCCN(CCN(CC#N)CC#N)CCN1C(N(CC1)CCN)=O 2,2'-((2-((2-aminoethyl)(2-(3-(2-aminoethyl)-2-oxoimidazolidin-1-yl)ethyl)amino)ethyl)azanediyl)diacetonitrile